CC1=C(C=CC(=C1)C)C1CC=2C=NN(C(C2CC1)=O)C=1C=C(C(=O)O)C=CN1 2-(6-(2,4-Dimethylphenyl)-1-oxo-5,6,7,8-tetrahydrophthalazin-2(1H)-yl)isonicotinic acid